SC(CCO)(C)C 3-mercapto-3-methyl-butanol